(S)-(-)-3-(3-(methylsulfonyl)phenyl)-1-propylpiperidine CS(=O)(=O)C=1C=C(C=CC1)[C@H]1CN(CCC1)CCC